OCC(C(=O)O)C1=CC=CC=C1 3-Hydroxy-2-phenylpropionic acid